BrC1=CC=CC(=N1)NC(=O)[C@H]1N(C2CCC1CC2)C(=O)OC(C)(C)C (S)-tert-Butyl 3-(6-bromopyridin-2-ylcarbamoyl)-2-azabicyclo[2.2.2]octane-2-carboxylate